CC1=C(C(=NN=N1)N)C1=NC2=C(C=CC=N2)N1 Methylimidazo-pyridinyl-triazinamine